C1(=CC=CC=C1)C1=NC(=NC(=N1)C1=CC=CC=C1)C1=C(C=C(C=C1)OC)O 2-(4,6-Diphenyl-1,3,5-triazine-2-yl)-5-methyloxyphenol